F[C@@H]1CC[C@H](CC1)C1=C(OC2(CC2)C(=O)NS(=O)(=O)C2=NC(=CC=C2)F)C=C(C=C1)C 1-(2-(trans-4-fluorocyclohexyl)-5-methylphenoxy)-N-((6-fluoropyridin-2-yl)sulfonyl)cyclopropane-1-carboxamide